N-(4-((3-(diethylamino)-4-fluorophenyl)amino)benzyl)-5-oxopyrrolidine-3-carboxamide C(C)N(C=1C=C(C=CC1F)NC1=CC=C(CNC(=O)C2CNC(C2)=O)C=C1)CC